3-(2-((tert-Butoxycarbonyl)amino)-5,7-difluorobenzo[d]thiazol-4-yl)-2-chloro-4-fluoro-10,11-dihydropyrazino[1',2':1,2]imidazo[4,5-c]quinoline-9(8H)-carboxylic acid tert-butyl ester C(C)(C)(C)OC(=O)N1CC=2N(C3=C(C=NC4=C(C(=C(C=C34)Cl)C3=C(C=C(C4=C3N=C(S4)NC(=O)OC(C)(C)C)F)F)F)N2)CC1